5-(2,5-dioxo-3-furanyl)naphtho[1,2-C]furan-1,3-dione O=C1OC(C=C1C1=CC2=C(C(OC2=O)=O)C2=CC=CC=C12)=O